(E)-N-((5-(4-(4,4-difluoro-piperidine-1-carbonyl)phenyl)-7-(trifluoro-methyl)benzofuran-2-yl)methyl)-3-(pyridin-3-yl)acrylamide FC1(CCN(CC1)C(=O)C1=CC=C(C=C1)C=1C=C(C2=C(C=C(O2)CNC(\C=C\C=2C=NC=CC2)=O)C1)C(F)(F)F)F